(3R,3aR,6R,6aR)-6-((6-chloro-5-(4'-(((2-(2-hydroxyethoxy)ethyl)amino)methyl)-[1,1'-biphenyl]-4-yl)-1H-benzo[d]imidazol-2-yl)oxy)hexahydrofuro[3,2-b]furan-3-ol ClC=1C(=CC2=C(NC(=N2)O[C@@H]2CO[C@H]3[C@@H]2OC[C@H]3O)C1)C1=CC=C(C=C1)C1=CC=C(C=C1)CNCCOCCO